C(=C)S(=O)(=O)OCC(CCO[Si](C1=CC=CC=C1)(C1=CC=CC=C1)C(C)(C)C)(C)C 4-((tert-butyldiphenylsilyl) oxy)-2,2-dimethylbutyl vinylsulfonate